COC=1C(=CC(=C(C1)C=1CCN(CC1)C(=O)OC(C)(C)C)C=1C=NN(C1)C)[N+](=O)[O-] tert-butyl 4-(5-methoxy-2-(1-methyl-1H-pyrazol-4-yl)-4-nitrophenyl)-3,6-dihydropyridine-1(2H)-carboxylate